CC1=CC=CC(=N1)C1=NC=CC(=N1)NC1=NC(=NC=C1)NC1=CC=C(C=C1)C=1C=NN(C1)CCO 2-[4-[4-[[4-[[2-(6-methyl-2-pyridyl)pyrimidin-4-yl]amino]pyrimidin-2-yl]amino]phenyl]pyrazol-1-yl]ethanol